Stearyltrimethyl-ammonium chlorid [Cl-].C(CCCCCCCCCCCCCCCCC)[N+](C)(C)C